trifluorooctyl-silane FC(CCCCCCC[SiH3])(F)F